N-(3-(benzo[d][1,3]dioxol-5-yl)-1H-pyrazol-5-yl)-3-(4-methylpiperazin-1-yl)benzamide O1COC2=C1C=CC(=C2)C2=NNC(=C2)NC(C2=CC(=CC=C2)N2CCN(CC2)C)=O